4,4,5,5-tetramethyl-2-(thieno[3,2-b]thiophen-2-yl)-1,3,2-dioxaborolan CC1(OB(OC1(C)C)C1=CC2=C(S1)C=CS2)C